FC1=C(C(=O)C2=CC=C(C=C2)O)C=CC(=C1)O fluoro-4,4'-dihydroxybenzophenone